6-(3-(2-fluorophenoxy)-7,8-dihydro-1,6-naphthyridin-6(5H)-yl)-5-methylpyridazine-3-carbonitrile FC1=C(OC=2C=NC=3CCN(CC3C2)C2=C(C=C(N=N2)C#N)C)C=CC=C1